2-((1R,5S)-8-(7-(3-hydroxynaphthalen-1-yl)-2-(((S)-1-methylpyrrolidin-2-yl)methoxy)quinazolin-4-yl)-3,8-diazabicyclo[3.2.1]octan-3-yl)-N-(pyridin-2-yl)acetamide OC=1C=C(C2=CC=CC=C2C1)C1=CC=C2C(=NC(=NC2=C1)OC[C@H]1N(CCC1)C)N1[C@H]2CN(C[C@@H]1CC2)CC(=O)NC2=NC=CC=C2